(S)-4-(1-cyclopropylvinyl)-2,2-dimethyloxazolidine-3-carboxylic acid tert-butyl ester C(C)(C)(C)OC(=O)N1C(OC[C@@H]1C(=C)C1CC1)(C)C